N1=C(C=CC=C1)C1=CC=CC=C1 (pyridin-2-yl)benzene